ClC=1C=CC=C2C=CC=C(C12)C1=C2C(=C3C(=NC(=NC3=C1)N1CC(C1)(N(C)C)CC#N)N1C[C@@H](N(CC1)C(C(=C)F)=O)CC#N)OCCC2 (S)-2-(1-(5-(8-chloronaphthalen-1-yl)-10-(3-(cyanomethyl)-4-(2-fluoroacryloyl)piperazin-1-yl)-3,4-dihydro-2H-pyrano[2,3-f]quinazolin-8-yl)-3-(dimethylamino)azetidin-3-yl)acetonitrile